2,4-dibromo-6-fluoropyridin-3-amine BrC1=NC(=CC(=C1N)Br)F